Phosphorus pentaoxide O=P12OP3(=O)OP(=O)(O1)OP(=O)(O2)O3